C(C)(C)(C)OC(=O)N1CCN(CC1)CC1=CC(=C(C(=C1)F)C#CC(C)(C)O)F 4-(3,5-difluoro-4-(3-hydroxy-3-methylbut-1-yn-1-yl)benzyl)piperazine-1-carboxylic acid tert-butyl ester